C1(CC1)CN1C(=CC2=CC=CC=C12)C1=NC=2C=C(C=C3OCCN1C23)C=O 2-(1-(cyclopropylmethyl)-1H-indol-2-yl)-3,4-dihydro-5-oxa-1,2a-diazaacenaphthylen-7-methanon